CC1(CCN(CC1)C1=C2C(=NC=C1C(=O)N1CCN(CC1)S(=O)(=O)C)C=CS2)C#N 4-METHYL-1-(6-(4-(METHYLSULFONYL)PIPERAZINE-1-CARBONYL)THIENO[3,2-B]PYRIDIN-7-YL)PIPERIDINE-4-CARBONITRILE